1,3,5-tris(3-aminophenyl)benzene NC=1C=C(C=CC1)C1=CC(=CC(=C1)C1=CC(=CC=C1)N)C1=CC(=CC=C1)N